[OH-].C(C)[N+](C1CCCCC1)(C)C N-ethyl-N,N-dimethylcyclohexanaminium hydroxide